tert-Butyl N-[1-(hydroxymethyl)-3-[[(1R)-1-(hydroxymethyl)-3,3-dimethyl-butyl]amino]cyclobutyl]carbamate OCC1(CC(C1)N[C@H](CC(C)(C)C)CO)NC(OC(C)(C)C)=O